C(C)OC(=O)C1=NC(=NO1)C1=CC=CC=C1 3-phenyl-1,2,4-oxadiazole-5-carboxylic acid ethyl ester